1-benzyl-N-(1H-indol-3-yl)-3,3-dimethyl-2-oxoindoline-6-carboxamide C(C1=CC=CC=C1)N1C(C(C2=CC=C(C=C12)C(=O)NC1=CNC2=CC=CC=C12)(C)C)=O